ClC=1C=C(C=CC1C(=O)N1CCN(CC1)C(C[N+]1(CCCC1)C)=O)NC(=O)C=1N(C(=CN1)C1=C(C(=C(C=C1)OC(F)F)F)F)C N-[3-chloro-4-[4-[2-(1-methyl-pyrrolidin-1-ium-1-yl)acetyl]piperazine-1-carbonyl]-phenyl]-5-[4-(difluorometh-oxy)-2,3-difluoro-phenyl]-1-methyl-imidazole-2-carboxamide